[Cl-].C=[Zn+] carbene zinc chloride